C(C)OC(CC1=CC=CC2=C1O[C@@H](C(N2)=O)C2=NC(=CC=C2)Br)=O |r| (±)-2-(2-(6-Bromopyridin-2-yl)-3-oxo-3,4-dihydro-2H-benzo[b][1,4]oxazin-8-yl)acetic acid ethyl ester